7-(4-methyl-1,4-diazepan-1-yl)-2-(2-methylimidazo[1,2-a]pyridin-6-yl)-4H-pyrido[1,2-a]pyrimidin-4-one CN1CCN(CCC1)C=1C=CC=2N(C(C=C(N2)C=2C=CC=3N(C2)C=C(N3)C)=O)C1